N-[2-[3-(hydroxymethyl)cyclobutyl]indazol-5-yl]-6-(trifluoromethyl)pyridine-2-carboxamide OCC1CC(C1)N1N=C2C=CC(=CC2=C1)NC(=O)C1=NC(=CC=C1)C(F)(F)F